4-amino-5-[2-(difluoromethyl)pyrimidin-5-yl]-7-{[1-(2-fluorophenyl)-1H-pyrazol-4-yl]methyl}pyrrolo[2,1-f][1,2,4]triazine-6-carbonitrile NC1=NC=NN2C1=C(C(=C2CC=2C=NN(C2)C2=C(C=CC=C2)F)C#N)C=2C=NC(=NC2)C(F)F